Tertiary butyl 2-chloro-6-(4-(perfluoroethoxy)phenoxy)isonicotinate ClC=1C=C(C(=O)OC(C)(C)C)C=C(N1)OC1=CC=C(C=C1)OC(C(F)(F)F)(F)F